(6-cyclobutoxy-2-methylpyridin-3-yl)-4-oxo-4,5-dihydro-3H-1-thia-3,5,8-triazaacenaphthylene-2-carboxamide C1(CCC1)OC1=CC=C(C(=N1)C)N1C2=C(SC=3N=CC=C(NC1=O)C32)C(=O)N